(4R)-2-(3-chloropropyl)-4-fluoropyrrolidine-1,2-dicarboxylic acid 1-(tert-butyl) ester 2-methyl ester COC(=O)C1(N(C[C@@H](C1)F)C(=O)OC(C)(C)C)CCCCl